(2R,5R)-5-{2-[(2S)-1-{(2S)-2-[(methoxycarbonyl)amino]-3-methylbutanoyl}pyrrolidin-2-yl]-1H-benzimidazol-5-yl}-1-[4-(2-oxopiperidin-1-yl)phenyl]pyrrolidin COC(=O)N[C@H](C(=O)N1[C@@H](CCC1)C1=NC2=C(N1)C=CC(=C2)[C@H]2CCCN2C2=CC=C(C=C2)N2C(CCCC2)=O)C(C)C